Cl.Cl.CNC[C@@H]1CCOC2=C(C=CC=C12)C=1C=NC=CC1C (R)-N-methyl-1-(8-(4-methylpyridin-3-yl)chroman-4-yl)methanamine dihydrochloride salt